diphenyl-tin diacrylate C(C=C)(=O)[O-].C(C=C)(=O)[O-].C1(=CC=CC=C1)[Sn+2]C1=CC=CC=C1